8-(4-fluoro-2-methoxyphenyl)-N-[3-(piperidin-4-yl)-1-isopropyl-1H-pyrazol-5-yl]quinazolin-2-amine FC1=CC(=C(C=C1)C=1C=CC=C2C=NC(=NC12)NC1=CC(=NN1C(C)C)C1CCNCC1)OC